FC1=C(C=CC(=C1)F)C=1C(=NNC1N)C 4-(2,4-difluorophenyl)-3-methyl-1H-pyrazol-5-amine